ClC1=C(C(=CC=C1)Cl)C1CC(=NO1)C=1N=C(SC1)C1CCN(CC1)C(COC1=NC=CN=C1SC)=O 1-(4-(4-(5-(2,6-dichlorophenyl)-4,5-dihydroisoxazol-3-yl)thiazol-2-yl)piperidin-1-yl)-2-((3-(methylthio)pyrazin-2-yl)oxy)ethan-1-one